CO[Si](CCCSSSSCCC[Si](OC)(OC)OC)(OC)OC Bis[3-(trimethoxysilyl)propyl]-tetrasulfan